(2-((2,5-dichloropyrimidin-4-yl)amino)phenyl)methylsulfonamide ClC1=NC=C(C(=N1)NC1=C(C=CC=C1)CS(=O)(=O)N)Cl